N-behenoyl-arginine C(CCCCCCCCCCCCCCCCCCCCC)(=O)N[C@@H](CCCNC(N)=N)C(=O)O